CN(CCCC(=O)N(CCCCCCCC(=O)OCCC(CCCCCCC)CCCCCCC)C(CCCCC=CC(=O)OCCC(CCCCCCC)CCCCCCC)CCCCCCCCCC)C 3-Heptyldecyl 8-(4-(dimethylamino)-N-(8-((3-heptyldecyl)oxy)-8-oxooctyl)butanamido)-octadecenoate